(E)-ethyl-carboxylate C(C)C(=O)[O-]